2'-amino-5-(2,2-difluoroethoxy)-6'-(methylthio)-[2,4'-bipyridine]-3',5'-dicarbonitrile NC1=NC(=C(C(=C1C#N)C1=NC=C(C=C1)OCC(F)F)C#N)SC